CCCCCCCCCCCCCCCCCCCCCC(=O)O[C@H](COCCCCCCCC/C=C\C/C=C\CCCCC)COP(=O)([O-])OCC[N+](C)(C)C 1-(9Z,12Z-octadecadienyl)-2-docosanoyl-sn-glycero-3-phosphocholine